CC(CC=C)=CCC 4-Methyl-1,4-heptadiene